NC1=NC=C(C2=C1C(=C(N2C)C2=CC=C(C=C2)NC(=O)C(=C)F)C=2C=C(C(=NC2)C(=O)NCC(F)(F)F)F)C#CCNC 5-(4-amino-2-{4-[(2-fluoroacrylamino)]phenyl}-1-methyl-7-[3-(methylamino)prop-1-ynyl]pyrrolo[3,2-c]pyridin-3-yl)-3-fluoro-N-(2,2,2-trifluoroethyl)Pyridine-2-carboxamide